tert-butyl 3-formyl-4-hydroxy-benzoate C(=O)C=1C=C(C(=O)OC(C)(C)C)C=CC1O